(1-(7-Acetylquinolin-5-yl)cyclopropyl)-2-methyl-5-((1-methylazetidin-2-yl)methoxy)benzamide C(C)(=O)C1=CC(=C2C=CC=NC2=C1)C1(CC1)C=1C(=C(C(=O)N)C=C(C1)OCC1N(CC1)C)C